C(C)C=1C=CC(=C(C=O)C1)OC 5-ETHYL-2-METHOXYBENZALDEHYDE